COC(C)C1CC=C(CC1)C=NO N-[[4-(1-methoxyethyl)cyclohexen-1-yl]methylene]hydroxylamine